C(CSCCS)SCCS 2,2'-(ethylenedithio)diethanthiol